4-((4-(4-(3-(2,4-dihydroxy-5-isopropylphenyl)-5-hydroxy-4H-1,2,4-triazol-4-yl)benzyl)piperazin-1-yl)methyl)piperidine-1-carboxylic acid tert-butyl ester C(C)(C)(C)OC(=O)N1CCC(CC1)CN1CCN(CC1)CC1=CC=C(C=C1)N1C(=NN=C1O)C1=C(C=C(C(=C1)C(C)C)O)O